2-(4-Hydroxy-1H-indol-3-yl)-N,N,N-trimethylethan-1-aminium OC1=C2C(=CNC2=CC=C1)CC[N+](C)(C)C